ClC=1C=C(C=CC1[N+](=O)[O-])N1C(OC(C1)C(=O)NC1=C(C=C(C=C1)C#N)F)C(F)(F)F 3-(3-Chloro-4-nitrophenyl)-N-(4-cyano-2-fluorophenyl)-2-(trifluoromethyl)oxazolidin-5-carboxamid